1-(tert-butyl) 2-methyl (2s,4s)-4-(((1s,4R)-4-methylcyclohexyl) amino)pyrrolidine-1,2-dicarboxylate CC1CCC(CC1)N[C@H]1C[C@H](N(C1)C(=O)OC(C)(C)C)C(=O)OC